ClC1=C(C=CC=C1)CC(=O)C1CC1 2-(2-chlorophenyl)-1-cyclopropylethanone